BrC=1C(=C(C(N(C1)C)=O)F)C 5-bromo-3-fluoro-1,4-dimethylpyridin-2(1H)-one